tert-butyl 7-((tert-butyldimethylsilyl) oxy)-3,9-diazabicyclo[3.3.1]nonane-3-carboxylate [Si](C)(C)(C(C)(C)C)OC1CC2CN(CC(C1)N2)C(=O)OC(C)(C)C